[Ru](Cl)(Cl)Cl.C(=O)(O)C1(CC(=NC=C1)C1=NC=CC=C1)C(=O)O (4,4-dicarboxybipyridine) ruthenium chloride